3-((1-(5-(3-hydroxyprop-1-yn-1-yl)-2-(trifluoromethyl)phenyl)piperidin-4-yl)oxy)cyclobutan-1-ol OCC#CC=1C=CC(=C(C1)N1CCC(CC1)OC1CC(C1)O)C(F)(F)F